5-((tetrahydro-2H-pyran-4-yl)oxy)-1H-indole O1CCC(CC1)OC=1C=C2C=CNC2=CC1